5-(Azetidin-2-ylmethoxy)-2-methyl-N-(1-(7-(prop-1-en-2-yl)quinolin-5-yl)cyclopropyl)benzamide N1C(CC1)COC=1C=CC(=C(C(=O)NC2(CC2)C2=C3C=CC=NC3=CC(=C2)C(=C)C)C1)C